nickel-manganese (2+) iron [Fe+2].[Mn+2].[Ni+2]